BrC1=CC=C(C=C1)CCCN 3-(4-bromophenyl)propan-1-amine